BrC1=CC(=CC=2C(C=C(OC21)SCC)=O)C 8-bromo-2-ethylsulfanyl-6-methyl-benzopyran-4-one